C(=O)(O)N[C@@H](CC(=O)O)C(=O)O N-carboxyaspartic acid